The molecule is a polyunsaturated fatty acyl-CoA(4-) arising from deprotonation of the phosphate and diphosphate OH groups of (9Z,12Z)-hexadeca-9,12,15-trienoyl-CoA; major species at pH 7.3. It is a polyunsaturated fatty acyl-CoA(4-) and a long-chain fatty acyl-CoA(4-). It is a conjugate base of a (9Z,12Z)-hexadeca-9,12,15-trienoyl-CoA. CC(C)(COP(=O)([O-])OP(=O)([O-])OC[C@@H]1[C@H]([C@H]([C@@H](O1)N2C=NC3=C(N=CN=C32)N)O)OP(=O)([O-])[O-])[C@H](C(=O)NCCC(=O)NCCSC(=O)CCCCCCC/C=C\\C/C=C\\CC=C)O